N-(5-(4-fluorobenzo[d][1,3]dioxol-5-yl)-1-(3-hydroxy-3-methylbutyl)-1H-pyrazolo[3,4-b]pyridin-3-yl)-1-methyl-1H-pyrazole-5-carboxamide FC1=C(C=CC=2OCOC21)C=2C=C1C(=NC2)N(N=C1NC(=O)C1=CC=NN1C)CCC(C)(C)O